9H-Fluoren-9-yl (S)-N-cyclopropyl-P-phenylphosphonamidate C1(CC1)N[P@](OC1C2=CC=CC=C2C=2C=CC=CC12)(=O)C1=CC=CC=C1